Methyl 10,11-diazidoundecanoate N(=[N+]=[N-])C(CCCCCCCCC(=O)OC)CN=[N+]=[N-]